O1C(C=CC1)=O [5H]-furanone